FC(F)(F)SCCCCCCBr bromohexyl (trifluoromethyl) sulfide